FC(=C(F)F)C(C(C(C(C(C(F)(F)F)(F)F)(F)F)(F)F)(F)F)(F)F perfluoroHexyl-ethylene